1-(6-chloro-3,5-dicyano-4-ethylpyridin-2-yl)piperidine ClC1=C(C(=C(C(=N1)N1CCCCC1)C#N)CC)C#N